C(#N)CC=1C=C(CNCCCCOC2CN(C2)C2=NC3=C(C4=CN=CC=C24)C=CC=C3)C=C(C1)F 5-(3-(4-((3-(cyanomethyl)-5-fluorobenzyl)amino)butoxy)azetidin-1-yl)benzo[c][2,6]naphthyridine